COC1=C(C=C2C(=CC=NC2=C1)OC1=CC2=CC=CC(=C2C=C1)NC(=O)NC1=CC(=CC=C1)OC)C(=O)N 7-methoxy-4-((5-(3-(3-methoxyphenyl)ureido)naphthalen-2-yl)oxy)quinoline-6-carboxamide